Cl.NCC(=O)C1=CC=NN1C(F)F 2-amino-1-[1-(difluoromethyl)-1H-pyrazol-5-yl]ethanone hydrochloride